[OH-].CC(CC)OCCCN1C=[N+](C=C1)CCCOC(CC)C 1,3-bis[3-(1-methylpropyloxy)propyl]imidazolium hydroxide